((1s,3s)-3-Hydroxy-3-methylcyclobutyl)(7-(3-isopropylphenoxy)-2-azaspiro[3.5]nonan-2-yl)methanone OC1(CC(C1)C(=O)N1CC2(C1)CCC(CC2)OC2=CC(=CC=C2)C(C)C)C